benzyl [2-(2-amino-4-bromoanilino)-2-oxoethyl]carbamate NC1=C(NC(CNC(OCC2=CC=CC=C2)=O)=O)C=CC(=C1)Br